FC(C1=NC(=NC(=N1)C(F)(F)F)N1[C@H](C=2NC3=CC=C(C=C3C2CC1)Cl)CC(C)C)(F)F (1S)-2-[4,6-bis(trifluoromethyl)-1,3,5-triazin-2-yl]-6-chloro-1-(2-methylpropyl)-2,3,4,9-tetrahydro-1H-pyrido[3,4-b]indole